5-[[2-(3-chloro-2-pyridyl)-5-(trifluoromethyl)pyrazole-3-carbonyl]amino]-2,4-dimethylindazole-6-carboxamide ClC=1C(=NC=CC1)N1N=C(C=C1C(=O)NC1=C(C2=CN(N=C2C=C1C(=O)N)C)C)C(F)(F)F